CC1=NC(=CC=C1OC1=NC=NC=C1)[N+](=O)[O-] 4-((2-methyl-6-nitropyridin-3-yl)oxy)pyrimidine